C(C)(C)(C)C1=CC=C(C=C1)C1=C(C(=C(C=C1)OC(=O)N1CCCC1)O)O 4-(4-tert-butylphenyl)-2,3-dihydroxyphenyl-pyrrolidine-1-carboxylate